4-[[(5R)-3-(3,5-difluorophenyl)-5-methyl-4H-isoxazole-5-carbonyl]-amino]cyclopent-2-ene-1-carboxylic acid FC=1C=C(C=C(C1)F)C1=NO[C@](C1)(C(=O)NC1C=CC(C1)C(=O)O)C